N-((2-chlorophenyl)sulfonyl)-5,5-diphenyl-4,5-dihydro-isoxazole-3-carboxamide ClC1=C(C=CC=C1)S(=O)(=O)NC(=O)C1=NOC(C1)(C1=CC=CC=C1)C1=CC=CC=C1